8-hydroxyquinolinate OC=1C=CC=C2C=CC(=NC12)C(=O)[O-]